Orthophosphoric acid sodium salt [Na+].P([O-])([O-])([O-])=O.[Na+].[Na+]